trans-2-(2-((tert-butyldimethylsilyl)oxy)cyclopropyl)isoindoline-1,3-dione [Si](C)(C)(C(C)(C)C)O[C@H]1[C@@H](C1)N1C(C2=CC=CC=C2C1=O)=O